C(C)[C@]1(C(OCC=2C(N3CC=4C(=NC=5C=C(C(=C6C5C4[C@H](CC6)[C@@H](CCO)NC(C)C)C)F)C3=CC21)=O)=O)O (1S,9S)-9-Ethyl-5-fluoro-9-hydroxy-1-((R)-3-hydroxy-1-(isopropylamino)propyl)-4-methyl-1,2,3,9,12,15-hexahydro-10H,13H-benzo[de]pyrano[3',4':6,7]indolizino[1,2-b]quinoline-10,13-dione